CC=1N2C(SC1)=NC(=C2)C2=CC=C(C(=O)OC)C=C2 methyl 4-(3-methylimidazo[2,1-b]thiazol-6-yl)benzoate